argentic chloride [Ag](Cl)Cl